methyl 6-cyclopropyl-2-oxo-1,2-dihydropyridine-4-carboxylate C1(CC1)C1=CC(=CC(N1)=O)C(=O)OC